3-(difluoromethoxy)-1-[3-(difluoromethyl)-6-[6-methoxy-5-[(6-methylpyridazin-3-yl)amino]benzimidazol-1-yl]-2-pyridyl]-5-methyl-6,7-dihydropyrazolo[4,3-c]pyridin-4-one FC(OC1=NN(C2=C1C(N(CC2)C)=O)C2=NC(=CC=C2C(F)F)N2C=NC1=C2C=C(C(=C1)NC=1N=NC(=CC1)C)OC)F